C(C)OC(CN(C)C#N)=O.C(=C)[Si](O[Si](OC)(OC)OC)(O[Si](OC)(OC)OC)O[Si](OC)(OC)OC vinyl-tris(trimethoxysiloxy)silane ethyl-[cyano(methyl)amino]acetate